1,3-dichloro-1,1,2,2,4-pentafluorobutane ClC(C(C(CF)Cl)(F)F)(F)F